(S)-2-((1-(5-([1,1'-biphenyl]-4-yl)-1,2,4-oxadiazol-3-yl)ethyl)carbamoyl)-4-methoxypyridin-3-yl isobutyrate C(C(C)C)(=O)OC=1C(=NC=CC1OC)C(N[C@@H](C)C1=NOC(=N1)C1=CC=C(C=C1)C1=CC=CC=C1)=O